4,4'-(9-ethyl-2-(4-phenyl-1H-pyrazol-1-yl)-9H-purine-6,8-diyl)dimorpholine C(C)N1C2=NC(=NC(=C2N=C1N1CCOCC1)N1CCOCC1)N1N=CC(=C1)C1=CC=CC=C1